[Br-].C1(=CC=CC=C1)N1[NH+]=C(N=N1)C1=CC=CC=C1 2,5-diphenyltetrazolium bromide salt